2-cyanothio-acetamide C(#N)SCC(=O)N